C(CCC)C(C(CO)CC)O butyl-2-ethyl-1,3-propylene glycol